FC=1C(=C(C=CC1)NC1=C(NC2=C1C(NCC2)=O)C2=C(C=NC=C2)C#C[C@]2(N(CCC2)C(=O)OC(C)(C)C)C)OC tert-butyl (2S)-2-[2-(4-{3-[(3-fluoro-2-methoxyphenyl)amino]-4-oxo-1H,5H,6H,7H-pyrrolo[3,2-c]pyridin-2-yl}pyridin-3-yl)ethynyl]-2-methylpyrrolidine-1-carboxylate